1H,2H,3H,4H-pyrrolo[1,2-a]pyrazin C1C=2N(CCN1)C=CC2